ethyne vinyl-acetate C(=C)CC(=O)O.C#C